NCCOCCNS(=O)(=O)C1=C(C=C(C=C1)NC=1C=2N(C=CN1)C(=CN2)C2=CC=C(C=C2)OC)C N-(2-(2-aminoethoxy)ethyl)-4-((3-(4-methoxyphenyl)imidazo[1,2-a]pyrazin-8-yl)amino)-2-methylbenzenesulfonamide